C(C1CCCO1)C(C)(C)CC1CCCO1 Ditetrahydrofurfurylpropan